C(N)(=O)C=1SC=C(C1CNC(C[N+]1(CCCCCC1)CC(N[C@H](C)C1=CC=CC=C1)=O)=O)C (R)-1-(2-(((2-carbamoyl-4-methylthiophen-3-yl)methyl)amino)-2-oxoethyl)-1-(2-oxo-2-((1-phenylethyl)amino)ethyl)azepan-1-ium